FC1=C(CO)C=CC=C1 2-fluorobenzyl alcohol